6-((1-methylpiperidin-4-yl)oxy)-N-(5-((tetrahydro-2H-pyran-4-yl)oxy)-1-tosyl-1H-pyrazol-3-yl)pyrazin-2-amine CN1CCC(CC1)OC1=CN=CC(=N1)NC1=NN(C(=C1)OC1CCOCC1)S(=O)(=O)C1=CC=C(C)C=C1